N-(3-chloro-5-fluoro-4-iodopyridin-2-yl)propane-1-sulfonamide ClC=1C(=NC=C(C1I)F)NS(=O)(=O)CCC